9-(2,4-dimethoxyphenyl)[2]benzoxepino[3,4-f]-1,3-benzodioxol-11(6H)-one COC1=C(C=CC(=C1)OC)C=1C=CC2=C(C(C=3C(=CC4=C(OCO4)C3)OC2)=O)C1